2-[[4-(4-benzyloxy-2,3-difluoro-phenyl)-5-bromo-pyrazol-1-yl]methoxy]ethyl-trimethyl-silane C(C1=CC=CC=C1)OC1=C(C(=C(C=C1)C=1C=NN(C1Br)COCC[Si](C)(C)C)F)F